Triethyl-orthoformic acid C(C)OC(OCC)OCC